C(C1=CC=CC=C1)(C1=CC=CC=C1)(C1=CC=CC=C1)C=1OCCN1 2-Trityl-4,5-dihydro-1,3-oxazole